CN1C(C(=CC2=C(C=C(C=C12)OCC(=O)O)N1CCN(C2=CC(=CC=C12)C=1C=NN(C1)C)C)C)=O 2-((1,3-Dimethyl-5-(4-methyl-6-(1-methyl-1H-pyrazol-4-yl)-3,4-dihydroquinoxalin-1(2H)-yl)-2-oxo-1,2-dihydroquinolin-7-yl)oxy)acetic acid